4-Phenoxy-3-(1H-1,2,4-triazol-1-ylmethyl)aniline O(C1=CC=CC=C1)C1=C(C=C(N)C=C1)CN1N=CN=C1